C(C1=CC=CC=C1)N1CCC2(CCN(CC2)CC=2C(=NN(C2Cl)C)C2=NOC(=C2)C)CC1 3-(4-((9-Benzyl-3,9-diazaspiro[5.5]undecan-3-yl)methyl)-5-chloro-1-methyl-1H-pyrazol-3-yl)-5-methylisoxazole